dipropyl-2-imidazolidinone C(CC)N1C(N(CC1)CCC)=O